C1(=CC=CC=C1)C(CCC1=CC=CC=C1)C1=CC=CC=C1 1,3-diphenyl-propyl-benzene